CN1CCN(CC1)C1=NC=CC(=C1)C=1C=C2C(=NC1)NC=C2C=2C=C1C(=NC=NC1=CC2)NC2CCN(CC2)C 6-(5-(2-(4-methylpiperazin-1-yl)pyridin-4-yl)-1H-pyrrolo[2,3-b]pyridin-3-yl)-N-(1-methylpiperidin-4-yl)quinazolin-4-amine